FC(C1=NC(=NC=C1)CC1CC2(CNC2)C1)(F)F 6-[[4-(trifluoromethyl)pyrimidin-2-yl]methyl]-2-azaspiro[3.3]heptane